7-bromo-2-chloro-N-methylquinazolin-4-amine BrC1=CC=C2C(=NC(=NC2=C1)Cl)NC